C1(CC1)C(=O)N1CC2=CC=C(C=C2CC1)SCCC(=O)OCC(CCCC)CC 2-Ethylhexyl 3-((2-(cyclopropanecarbonyl)-1,2,3,4-tetrahydroisoquinolin-6-yl)thio)propanoate